C[Si](C#CCOC(C(=C)F)=O)(C)C 2-fluoro-acrylic acid 3-trimethylsilyl-2-propynyl ester